2'-(2-(1,4-oxazepan-4-yl)pyrimidin-5-yl)-2,3,6',8'-tetrahydrospiro[indene-1,9'-pyrido[3',2':4,5]imidazo[2,1-c][1,4]oxazine] O1CCN(CCC1)C1=NC=C(C=N1)C=1C=CC=2N=C3COCC4(N3C2N1)CCC1=CC=CC=C14